N-(4-(8-((3-fluoropropyl)sulfonyl)-8-azabicyclo[3.2.1]oct-2-en-3-yl)-1H-pyrrolo[2,3-b]pyridin-6-yl)cyclopropylcarboxamide FCCCS(=O)(=O)N1C2C=C(CC1CC2)C2=C1C(=NC(=C2)NC(=O)C2CC2)NC=C1